C1(CCC1)C1=C(C=C(C=C1)C1CNC1)S(=O)(=O)C 3-(4-Cyclobutyl-3-methylsulfonyl-phenyl)azetidine